C1(CC1)NC1=CC(=NC=2N1N=CC2C#N)NC2=CC(=C(C=C2)N2CC(C2)O)CS(=O)(=O)C 7-(Cyclopropylamino)-5-((4-(3-hydroxyazetidin-1-yl)-3-((methylsulfonyl)methyl)phenyl)amino)pyrazolo[1,5-a]pyrimidin-3-carbonitril